4-chloro-5-(3-(2-(trifluoromethyl)benzyl)-5,6-dihydroimidazo[1,5-a]pyrazin-7(8H)-yl)pyridazin-3(2H)-one ClC=1C(NN=CC1N1CC=2N(CC1)C(=NC2)CC2=C(C=CC=C2)C(F)(F)F)=O